ClC=1C=NC=C(C1CC)Cl 3,5-dichloro-4-ethyl-pyridine